FC1=C(CC2=NC3=C(N2CCOC)C=C(C=C3)C(=O)OC)C=CC(=C1)C1=NC(=CC=C1)OCC1=C(C=CC=C1)NS(=O)(=O)C methyl 2-(2-fluoro-4-(6-((2-(methylsulfonamido)benzyl)oxy)pyridin-2-yl)benzyl)-1-(2-methoxyethyl)-1H-benzo[d]imidazole-6-carboxylate